4-(4'-(4,4,4-trifluorobutyl)-[1,1'-bicyclohexyl]-4-yl)benzoic acid FC(CCCC1CCC(CC1)C1CCC(CC1)C1=CC=C(C(=O)O)C=C1)(F)F